6-(Benzo[d]thiazol-5-yl)piperidin-3-ol S1C=NC2=C1C=CC(=C2)C2CCC(CN2)O